4-(1-benzoylpiperidin-4-yl)butan-1-amine C(C1=CC=CC=C1)(=O)N1CCC(CC1)CCCCN